4-(6-(3-(2,6-difluorophenoxy)azetidin-1-yl)pyridin-3-yl)-6-(2-hydroxy-2-methylpropoxy)pyrazolo[1,5-a]pyridine-3-carbonitrile FC1=C(OC2CN(C2)C2=CC=C(C=N2)C=2C=3N(C=C(C2)OCC(C)(C)O)N=CC3C#N)C(=CC=C1)F